3,5-dimethoxyl-benzyl alcohol O(C)C=1C=C(CO)C=C(C1)OC